OCC1=CC(=NN1CC(C)O)[N+](=O)[O-] (5-(hydroxymethyl)-3-nitro-1H-pyrazol-1-yl)propan-2-ol